BrC=1C=C2C(=NC=NC2=CC1)NCC1=NC=C(C=C1F)F 6-bromo-N-((3,5-difluoropyridin-2-yl)methyl)quinazolin-4-amine